P(O)(=S)(S)S.C(C)OC1=C(C=C(C=C1)S(=O)(=O)N1CC(C1)N(C)CCCO)C=1NC(C2=C(N1)C(=NN2C)CCC)=O 5-(2-ethoxy-5-((3-((3-hydroxypropyl)(methyl)amino)azetidin-1-yl)sulfonyl)phenyl)-1-methyl-3-propyl-1,6-dihydro-7H-pyrazolo[4,3-d]pyrimidin-7-one Phosphortrithioat